prop-2-enyl-2-cyclohexyloxyacetate (2-Propenyl (cyclohexyloxy)acetate) C(=CC)C(C(=O)O)OC1CCCCC1.C(C=C)OC(COC1CCCCC1)=O